C1(CCCCC1)C[C@H](C)NC(=O)OCC1=CC(=CC=C1)I (S)-3-cyclohexyl-2-((((3-iodobenzyl)oxy)carbonyl)amino)propane